N-[3-fluoro-4-[(7-methoxy-1,5-naphthyridin-4-yl)oxy]phenyl]-4-hydroxy-6-methyl-5-(4-methylsulfonylphenyl)pyridine-3-carboxamide FC=1C=C(C=CC1OC1=CC=NC2=CC(=CN=C12)OC)NC(=O)C=1C=NC(=C(C1O)C1=CC=C(C=C1)S(=O)(=O)C)C